O=C(C(=O)NC=1C2=C(C=NC1)C=NN2COCC[Si](C)(C)C)N2[C@H](CC[C@@H](C2)C)C=2C=CC1=CN(N=C1C2)C2CCN(CC2)C 2-oxo-2-[(2R,5S)-5-methyl-2-[2-(1-methyl-4-piperidyl)indazol-6-yl]-1-piperidyl]-N-[1-(2-trimethylsilylethoxymethyl)pyrazolo[4,3-c]pyridin-7-yl]acetamide